5-(7-bromo-2-chloro-6,8-difluoroquinazolin-4-yl)-N-cyclopropyl-N-methyl-5,6,7,8-tetrahydro-4H-pyrazolo[1,5-a][1,4]diazepine-2-carboxamide BrC1=C(C=C2C(=NC(=NC2=C1F)Cl)N1CC=2N(CCC1)N=C(C2)C(=O)N(C)C2CC2)F